CNC(C1=C(C=CC=C1)SC1=CC=C2C(=NNC2=C1)\C=C\C1=NC=C(C=C1)OCC1N(CCC1)C)=O N-methyl-2-({3-[(E)-2-{5-[(1-methylpyrrolidin-2-yl)methoxy]pyridin-2-yl}vinyl]-1H-indazol-6-yl}thio)benzamide